SC1=NN=C(S1)SCC(=O)O (5-mercapto-1,3,4-thiadiazole-2-ylthio)acetic acid